ClC1=C(C(=O)N[C@H](C(=O)O)CC2=CC=C(C=C2)N2C(C3(C=4C2=NC=CC4)CC3)=O)C(=CC=C1)Cl (S)-2-(2,6-Dichlorobenzoylamino)-3-(4-(2'-oxospiro[cyclopropane-1,3'-pyrrolo[2,3-b]pyridine]-1'(2'H)-yl)phenyl)propionic acid